N(=C=O)C1=CN(C2=CC(=CC=C12)C=1C=NC(=NC1)C)C(C)=O 1-(3-isocyanato-6-(2-methylpyrimidin-5-yl)-1H-indol-1-yl)ethan-1-one